7-(4-bromo-3-chloro-benzoyl)-2-cyclopropyl-3-oxo-N-[rac-(1R)-1-phenylethyl]-6,8-dihydro-5H-imidazo[1,5-a]pyrazine-1-carboxamide BrC1=C(C=C(C(=O)N2CC=3N(CC2)C(N(C3C(=O)N[C@H](C)C3=CC=CC=C3)C3CC3)=O)C=C1)Cl |r|